6-Isopropyl-2-methoxy-3-(3-methoxypropoxy)-6-methyl-10-oxo-5,10-dihydro-6H-pyrido[1,2-h][1,7]naphthyridine-9-carboxylic acid C(C)(C)C1(CC=2C=C(C(=NC2C=2N1C=C(C(C2)=O)C(=O)O)OC)OCCCOC)C